fluoro-N-methyl-5-(3-(6-(4-methylpiperazin-1-yl)pyridin-3-yl)-1H-pyrazolo[3,4-c]pyridin-5-yl)-1,2,3,4-tetrahydronaphthalen-1-amine FC1(CCCC2=C(C=CC=C12)C=1C=C2C(=CN1)NN=C2C=2C=NC(=CC2)N2CCN(CC2)C)NC